1-(4-methylbenzyl)-2(1H)-quinoxalinone CC1=CC=C(CN2C(C=NC3=CC=CC=C23)=O)C=C1